FC=1C=2N(C=C(C1OC(C)C)C(=O)OC)C=C(N2)C21COC(C2)(C1)C Methyl 8-fluoro-7-isopropoxy-2-(1-methyl-2-oxabicyclo[2.1.1]hexan-4-yl)imidazo[1,2-a]pyridine-6-carboxylate